((2-(((S)-3,3-dimethyl-1-oxo-1-((S)-1-((5-phenylthiazol-2-yl)carbamoyl)isoindolin-2-yl)butan-2-yl)carbamoyl)benzo[b]thiophen-5-yl)difluoromethyl)phosphonic acid CC([C@@H](C(N1[C@@H](C2=CC=CC=C2C1)C(NC=1SC(=CN1)C1=CC=CC=C1)=O)=O)NC(=O)C1=CC2=C(S1)C=CC(=C2)C(F)(F)P(O)(O)=O)(C)C